Cl.ClC1=CC=C(C[C@H]2CO[C@@H](CN2C2CCC(CC2)C=2SC(=C(N2)C)C)CN2N=NC=C2C(=O)N)C=C1 (((2S,5S)-5-(4-chlorobenzyl)-4-(4-(4,5-dimethylthiazol-2-yl)cyclohexyl)morpholin-2-yl)methyl)-1H-1,2,3-triazole-5-carboxamide hydrochloride